tert-butyl (3s)-3-[6-(2-cyano-3,6-difluoro-phenoxy)-5-fluoro-4-oxo-quinazolin-3-yl]-1-oxa-8-azaspiro[4.5]decane-8-carboxylate C(#N)C1=C(OC=2C(=C3C(N(C=NC3=CC2)[C@@H]2COC3(C2)CCN(CC3)C(=O)OC(C)(C)C)=O)F)C(=CC=C1F)F